C[C@@H]1CNCC(N1)=O (6R)-6-methylpiperazin-2-one